NCC(=O)N1C(CCC1)OCC(=O)[C@@]12OC(O[C@@H]1C[C@H]1[C@@H]3CCC4=CC(C=C[C@@]4([C@H]3[C@H](C[C@]21C)O)C)=O)CCC (1S,2S,4R,8S,9S,11S,12S,13R)-8-(2-{[1-(2-aminoacetyl)pyrrolidin-2-yl]oxy}acetyl)-11-hydroxy-9,13-dimethyl-6-propyl-5,7-dioxapentacyclo[10.8.0.02,9.04,8.013,18]eicosan-14,17-dien-16-one